(1R,2S,5S)-6,6-dimethyl-3-[(2S)-3-methyl-2-(tetrahydrofuran-3-carbonylamino)butanoyl]-3-azabicyclo[3.1.0]hexane-2-carboxylic acid CC1([C@H]2CN([C@@H]([C@@H]12)C(=O)O)C([C@H](C(C)C)NC(=O)C1COCC1)=O)C